4,4'-methylenebis(2-ethylaniline) C(C1=CC(=C(N)C=C1)CC)C1=CC(=C(N)C=C1)CC